O=CC(=O)[O-] Oxoacetat